[N+](=O)([O-])C1=CC=C2C(=CC=NC2=C1O)NC1COC1 7-nitro-4-(3-oxetanylamino)quinolin-8-ol